(2S,4R)-4-isopropoxy-1-((4-phenoxybutyryl)glycyl)pyrrolidine-2-carboxylic acid C(C)(C)O[C@@H]1C[C@H](N(C1)C(CNC(CCCOC1=CC=CC=C1)=O)=O)C(=O)O